monomethyl-Arginine acetate C(C)(=O)O.CN[C@@H](CCCNC(N)=N)C(=O)O